(pentamethylcyclopentadienyl)(2,4,6-trimethylindenyl)zirconium dibromide [Br-].[Br-].CC1=C(C(=C(C1(C)[Zr+2]C1C(=CC2=C(C=C(C=C12)C)C)C)C)C)C